[Si](C1=CC=CC=C1)(C1=CC=CC=C1)(C(C)(C)C)OC1(CN(CCOC1)C1=NC(=NC(=N1)OCC12N(CC3=CC=CC=C13)CCC2)C#N)C 4-(6-((tert-butyldiphenylsilyl)oxy)-6-methyl-1,4-oxazepan-4-yl)-6-((2,3-dihydro-1H-pyrrolo[2,1-a]isoindol-9b(5H)-yl)methoxy)-1,3,5-triazine-2-carbonitrile